[Ti].[Ca] monocalcium titanium